CN(C1=C(C=CC=C1)C(C(=O)OC)CC)C methyl 2-(dimethylamino)-phenylbutyrate